COC=1C=C(C=NNC(C2=CN=CC(=C2)C2=CC=C(C=C2)OCC)=O)C=C(C1)OC (3,5-dimethoxybenzylidene)-5-(4-ethoxyphenyl)nicotinohydrazide